OCC=1C=C(C2=C(C(N(CCO2)[C@@H](C)C2=NC=CC(=C2)OC)=O)C1)C=1C(=NN(C1)C)C(F)(F)F (S)-7-(hydroxymethyl)-4-(1-(4-methoxypyridin-2-yl)ethyl)-9-(1-methyl-3-(trifluoromethyl)-1H-pyrazol-4-yl)-3,4-dihydrobenzo[f][1,4]oxazepin-5(2H)-one